C(CCCCC(C)C)OC(CCCCCCC\C=C/CCCCCCCC)=O oleic acid isooctyl ester